BrC1=CC=C(C=C1)N1N=C(C=2CN(CCC21)C(=O)OC(C)(C)C)CO tert-butyl 1-(4-bromophenyl)-3-(hydroxymethyl)-1,4,6,7-tetrahydro-5H-pyrazolo[4,3-c]pyridine-5-carboxylate